2-(2-(2-(diethylamino)ethylamino)ethoxy)-6-methylpyrimidin C(C)N(CCNCCOC1=NC(=CC=N1)C)CC